C(C1=CC=CC=C1)OC[C@H](C(=O)OC)OS(=O)(=O)C methyl (2R)-3-(benzyloxy)-2-[(methane-sulfonyl)oxy]propanoate